ClC1=C2C(=C(N=N1)N[C@H]1CN(CCC1)CC)C(=NO2)C 7-chloro-N-[(3R)-1-ethyl-3-piperidyl]-3-methyl-isoxazolo[4,5-d]pyridazin-4-amine